((4-Bromo-2-fluorobenzyl)oxy)(tert-butyl)dimethylsilane BrC1=CC(=C(CO[Si](C)(C)C(C)(C)C)C=C1)F